6-(6-fluoro-1H-indol-4-yl)-2-methoxy-5-oxo-5,6-dihydro-1,6-naphthyridine-8-carboxylic acid FC1=CC(=C2C=CNC2=C1)N1C(C=2C=CC(=NC2C(=C1)C(=O)O)OC)=O